ClC1=CC2=C(N(C(N=C2N2[C@H](CN([C@@H](C2)C)C(C=C)=O)C)=O)C=2C(=NC=CC2C)C(C)C)N=C1C1=C(C(=CC=C1)F)OC (M)-6-Chloro-4-[(2S,5R)-2,5-dimethyl-4-prop-2-enoyl-piperazin-1-yl]-7-(3-fluoro-2-methoxy-phenyl)-1-(2-isopropyl-4-methyl-3-pyridyl)pyrido[2,3-d]pyrimidin-2-one